(3,6-Dihydro-2H-pyran-4-yl)-2-(1-fluoronaphthalin-2-yl)-4(s)-(4-fluorophenyl)-1H-imidazol O1CCC(=CC1)N1C(=NC(=C1)C1=CC=C(C=C1)F)C1=C(C2=CC=CC=C2C=C1)F